(Dinonylamino)-N-methyl-N-(2-(methylamino)ethyl)acetamide C(CCCCCCCC)N(CCCCCCCCC)CC(=O)N(CCNC)C